NC(CC1(CC=C(N=C1)C(=O)N)C(=O)NC)=O 5-(2-amino-2-oxoethyl)-N5-methylpyridine-2,5-dicarboxamide